2-{[4-({4-Chloro-1-[(4-chloro-2-fluorophenyl)methyl]-1H-pyrazol-3-yl}oxy)piperidin-1-yl]methyl}-3-{[(2S)-oxetan-2-yl]methyl}-3H-imidazo[4,5-b]pyridine-5-carboxylic acid ClC=1C(=NN(C1)CC1=C(C=C(C=C1)Cl)F)OC1CCN(CC1)CC1=NC=2C(=NC(=CC2)C(=O)O)N1C[C@H]1OCC1